5-(3-(((1r,4r)-4-(5-chloro-2-methylnicotinamido)cyclohexyl)methyl)-5-fluoro-2-oxo-2,3-dihydro-1H-benzo[d]imidazol-1-yl)-N-methylpicolinamide ClC=1C=NC(=C(C(=O)NC2CCC(CC2)CN2C(N(C3=C2C=C(C=C3)F)C=3C=CC(=NC3)C(=O)NC)=O)C1)C